4,4,5,5-tetramethyl-2-prop-2-enyl-1,3,2-dioxaborolane CC1(OB(OC1(C)C)CC=C)C